tin niobium tantalum lithium [Li].[Ta].[Nb].[Sn]